FC1=C(C=C(C=C1)F)[C@@H]1N(OCC1)C1=CC(=NC=N1)NC=1C(=CC(=C(C1)NC(C=C)=O)N(C)CCN(C)C)OC N-(5-((6-((R)-3-(2,5-difluorophenyl)isoxazolidine-2-yl)pyrimidine-4-yl)amino)-2-((2-(dimethyl-amino)ethyl)(methyl)-amino)-4-methoxy-phenyl)acrylamide